2-bromo-1-methoxy-4-(trifluoromethyl)benzene BrC1=C(C=CC(=C1)C(F)(F)F)OC